(2,2-dihexyl-1,3-dioxolan-4-yl)methyl (4-nitrophenyl) carbonate C(OCC1OC(OC1)(CCCCCC)CCCCCC)(OC1=CC=C(C=C1)[N+](=O)[O-])=O